N~2~-Succinylarginine C(CCC(=O)O)(=O)N[C@@H](CCCNC(N)=N)C(=O)O